C(CCCCCCC)N1C2=NCCCN2CCC1 7-n-octyl-1,5,7-triazabicyclo[4.4.0]dec-5-ene